Tert-butyl N-[(3R)-1-{7-carbamoyl-2-[1-(cyclopropylmethyl)-1H-pyrrolo[2,3-b]pyridin-2-yl]-1-methyl-1H-1,3-benzodiazole-5-carbonyl}piperidin-3-yl]carbamate C(N)(=O)C1=CC(=CC2=C1N(C(=N2)C2=CC=1C(=NC=CC1)N2CC2CC2)C)C(=O)N2C[C@@H](CCC2)NC(OC(C)(C)C)=O